BrCCOC=1C=C2C(=CC(N(C2=NC1)C1CC(C1)(C)O)=O)C(F)(F)F 6-(2-bromoethoxy)-1-((cis)-3-hydroxy-3-methylcyclobutyl)-4-(trifluoromethyl)-1,8-naphthyridin-2(1H)-one